zinc magnesium sulfate hydrate O.S(=O)(=O)([O-])[O-].[Mg+2].[Zn+2].S(=O)(=O)([O-])[O-]